N-(2-methoxyethyl)-N-methylpyrazine-2-carboxamide COCCN(C(=O)C1=NC=CN=C1)C